2-{5-(3-phenyl-pyridin-2-yl)biphenyl-3-yl}-1,3,5-triazine C1(=CC=CC=C1)C=1C(=NC=CC1)C=1C=C(C=C(C1)C1=CC=CC=C1)C1=NC=NC=N1